O[C@H](C)C=1C=C(C=2N(C1)C(=CN2)C(C)C)NC2CCN(CC2)C[C@@H]2CN(CCO2)C(=O)OC(C)(C)C |&1:1| Rac-tert-butyl (2R)-2-[[4-[[6-(1-hydroxyethyl)-3-isopropyl-imidazo[1,2-a]pyridin-8-yl]amino]-1-piperidyl] methyl]morpholine-4-carboxylate